[O-]CCC.[Hf+4].[O-]CCC.[O-]CCC.[O-]CCC Hafnium propoxide